spiro[1,4,7,10,14,17,20,23,26,29,32-undecazabicyclo[32.2.0]hexatriacontane-19,1'-cyclopentane]-13-carboxamide C12(CCCC1)CNCCNC(CCNCCNCCNCCN1CCC1CNCCNCCNCCNCCN2)C(=O)N